3-butyl-3-ethyl-5-(4-fluorophenyl)-7-iodo-8-methoxy-2,3-dihydro-1,5-benzothiazepine-4(5H)-one C(CCC)C1(CSC2=C(N(C1=O)C1=CC=C(C=C1)F)C=C(C(=C2)OC)I)CC